phospho-benzaldehyde P(=O)(=O)C1=C(C=O)C=CC=C1